(S)-2-amino-2-(4-chloro-3-(5-(difluoromethyl)-1H-1,2,4-triazol-1-yl)phenyl)ethyl (1-(trifluoromethyl)cyclopropyl)carbamate FC(C1(CC1)NC(OC[C@H](C1=CC(=C(C=C1)Cl)N1N=CN=C1C(F)F)N)=O)(F)F